CC1=CC(=CC=C1)S(=O)(=O)NC(=O)OCC N-(3-toluenesulfonyl)urethane